N-(2-chloro-4-fluoro-3-((5-fluoro-3-(fluoromethyl)-4-oxo-3,4-dihydroquinazolin-6-yl)amino)phenyl)pyrrolidine-1-sulfonamide trifluoroacetate FC(C(=O)O)(F)F.ClC1=C(C=CC(=C1NC=1C(=C2C(N(C=NC2=CC1)CF)=O)F)F)NS(=O)(=O)N1CCCC1